C(C1=CC(O)=C(O)C(O)=C1)(=O)O[C@H]1[C@H](OC(C2=CC(O)=C(O)C(O)=C2)=O)[C@@H](OC(C2=CC(O)=C(O)C(O)=C2)=O)[C@H](OC(C2=CC(O)=C(O)C(O)=C2)=O)[C@H](O1)COC(C1=CC(O)=C(O)C(O)=C1)=O Penta-O-galloyl-beta-d-glucose